tertbutyl 3-(2,3-dichloro-6-fluorophenyl)-3-({3-isopropyl-4-oxopyrido[3,2-d]pyrimidin-6-yl}amino)pyrrolidine-1-carboxylate ClC1=C(C(=CC=C1Cl)F)C1(CN(CC1)C(=O)OC(C)(C)C)NC=1C=CC=2N=CN(C(C2N1)=O)C(C)C